1-((1R,5R)-6-(7-(8-chloronaphthalen-1-yl)-2-((tetrahydro-1H-pyrrolizin-7a(5H)-yl)methoxy)quinazolin-4-yl)-2,6-diazabicyclo[3.2.0]hept-2-yl)prop-2-en-1-one ClC=1C=CC=C2C=CC=C(C12)C1=CC=C2C(=NC(=NC2=C1)OCC12CCCN2CCC1)N1[C@@H]2CCN([C@@H]2C1)C(C=C)=O